C1(CC1)C=1C(=NSC1C(=O)OC)C1=CC=CC=2N1C=CN2 methyl 4-cyclopropyl-3-{imidazo[1,2-a]pyridin-5-yl}-1,2-thiazole-5-carboxylate